(R)-N-((3S,4S)-8-(5-((1H-pyrrolo[2,3-b]pyridin-4-yl)thio)-1-methyl-6-carbonyl-1,6-dihydropyrimidin-2-yl)-3-methyl-2-oxa-8-azaspiro[4.5]decan-4-yl)-2-methylpropane-2-sulfinamide N1C=CC=2C1=NC=CC2SC2=CN=C(N(C2=C=O)C)N2CCC1([C@@H]([C@@H](OC1)C)N[S@](=O)C(C)(C)C)CC2